iron(II) sulfide [Fe]=S